1,3-dioxolan-2-ylmethoxyimino(phenyl)acetonitrile O1C(OCC1)CON=C(C#N)C1=CC=CC=C1